N1C(=NC2=C1C=CC=C2)C2=CC(=NN2CC2=CC=C(C=C2)OC)NC(=O)C=2C=NC(=CC2)N2CCC1(CCCO1)CC2 N-[5-(1H-benzimidazol-2-yl)-1-[(4-methoxyphenyl)methyl]pyrazol-3-yl]-6-(1-oxa-8-azaspiro[4.5]decan-8-yl)pyridine-3-carboxamide